N1,N1-dibenzyl-4-methylcyclohexane-1,4-diamine C(C1=CC=CC=C1)N(C1CCC(CC1)(N)C)CC1=CC=CC=C1